ON(C(OC(C)(C)C)=O)[C@@H](CCO)C1=CSC(=C1)C#N tert-butyl N-hydroxy-N-[(1S)-1-(5-cyano-3-thienyl)-3-hydroxy-propyl]carbamate